tert-butyl 4-[2-cyano-4-(methoxycarbonyl)phenyl]piperazine-1-carboxylate C(#N)C1=C(C=CC(=C1)C(=O)OC)N1CCN(CC1)C(=O)OC(C)(C)C